FC1=CC=C(/C=C/C=2NC3=NC=NC(=C3N2)N)C=C1 (E)-8-(4-fluorostyryl)-9H-purin-6-amine